(4-amino-1-methyl-1H-pyrazolo[4,3-c]quinolin-8-yl)(3-(benzo[d]thiazol-5-yl)isoxazolidin-2-yl)methanone NC1=NC=2C=CC(=CC2C2=C1C=NN2C)C(=O)N2OCCC2C=2C=CC1=C(N=CS1)C2